3,5-difluoro-4-(4-methylpiperazin-1-yl)aniline FC=1C=C(N)C=C(C1N1CCN(CC1)C)F